8-(1-methyl-1H-pyrazol-5-yl)-1,5-dihydro-6H-pyrano[4,3-b]Thieno[3,2-d]Pyridine-4,6(3H)-dione CN1N=CC=C1C1=CC=2C3=C(NC(C2S1)=O)C(COC3)=O